8-fluoro-4-isopropyl-2-methyl-6-(4,4,5,5-tetramethyl-1,3,2-dioxaborolan-2-yl)isoquinolin-1(2H)-one FC=1C=C(C=C2C(=CN(C(C12)=O)C)C(C)C)B1OC(C(O1)(C)C)(C)C